FC1=C(C(=C(C=C1C#N)C1=NC(=C(C(=N1)C1=CC=CC=C1)C)C1=CC=CC=C1)F)C1=CC=CC=C1 2,6-difluoro-5-(5-methyl-4,6-diphenylpyrimidin-2-yl)-[1,1'-biphenyl]-3-carbonitrile